C(#N)C1=C(C=C(C(=C1)OC)C(=CC1=CC=CC=C1)OCC(CCCC)CC)OC cyano-4-(2-ethylhexyl-oxystyryl)-2,5-dimethoxybenzene